ClC=1C(=C(OCC(=O)O)C=C(C1CC1=C(C(=C(C=C1)O)C(C)C)F)Cl)F 2-(3,5-dichloro-2-fluoro-4-(2-fluoro-4-hydroxy-3-isopropylbenzyl)phenoxy)acetic acid